[Sn](Cl)(Cl)(Cl)Cl.C1(=CC=C(C=C1)CN)CN Para-xylylenediamine stannum chloride